[Si](C)(C)(C)N[Si](C)(C)C bis-TMSamine